[NH+]1=CC2=C3C(C=CC=C13)=CC=C2 benzo[cd]indolium